ClC=1C=C(CNC(C(CO)(C2=NC=C(C=N2)C)C)=O)C=C(C1C1C(NC(CC1)=O)=O)Cl N-(3,5-dichloro-4-(2,6-dioxopiperidin-3-yl)benzyl)-3-hydroxy-2-methyl-2-(5-methylpyrimidin-2-yl)propanamide